ammonium thiosulfate salt S(=S)(=O)([O-])[O-].[NH4+].[NH4+]